C(C)(C)(C)OC(=O)NCC1CCC(CC1)C(=O)OC methyl 4-(((tert-butoxycarbonyl)amino)methyl)cyclohexanecarboxylate